C(#C)C=1SC=C(N1)C(=O)N(C1C(N(CC1)CC1=CC=C(C=C1)F)=O)C1=CC(=C(C(=C1)OC)F)OC 2-Ethynyl-N-(4-fluoro-3,5-dimethoxyphenyl)-N-(1-(4-fluorobenzyl)-2-oxopyrrolidin-3-yl)thiazole-4-carboxamide